C(C=C)(=O)N1C[C@H](CC1)N1N=C(C(=C1NC)C(=O)N)C#CC=1C=2N(C(=CC1Cl)C1CC1)C(=NC2)C2CC2 (S)-1-(1-Acryloylpyrrolidin-3-yl)-3-((7-chloro-3,5-dicyclopropylimidazo[1,5-a]pyridin-8-yl)ethynyl)-5-(methylamino)-1H-pyrazole-4-carboxamide